3,3-dimethyl-1-propyl-1H-indolium perchlorate Cl(=O)(=O)(=O)[O-].CC1(C[NH+](C2=CC=CC=C12)CCC)C